FC1=CN=C2N1C=C(C=C2)C2=CNC=1N=C(N=C(C12)OC)NC1CC(C1)(O)C 3-((5-(3-fluoroimidazo[1,2-a]pyridin-6-yl)-4-methoxy-7H-pyrrolo[2,3-d]pyrimidin-2-yl)amino)-1-methylcyclobutan-1-ol